CC1(OC(CN(C1)C1=CC=C(N)C=C1)(C)C)C 4-(2,2,6,6-tetramethylmorpholino)aniline